FCCCN1C[C@H](CC1)OC1=CC=C(C=N1)C1=CCCCC2=C1C=CC(=C2)OS(=O)(=O)C(F)(F)F (S)-Trifluoromethanesulfonic acid 9-(6-((1-(3-fluoropropyl) pyrrolidin-3-yl) oxy) pyridin-3-yl)-6,7-dihydro-5H-benzo[7]annulen-3-yl ester